C(C#CC(=O)[O-])(=O)[O-].[Li+].[Li+] Lithium butynedioate